3-(2H-benzotriazol-2-yl)-5-(1,1-dimethylethyl)-4-hydroxybenzene N=1N(N=C2C1C=CC=C2)C=2C=CC=C(C2O)C(C)(C)C